ClCC=C(C)C 1-chloro-3-methylbut-2-ene